3-[(3,4-dimethyl-1,2-oxazol-5-yl)amino]Piperidine-1-carboxylic acid tert-butyl ester C(C)(C)(C)OC(=O)N1CC(CCC1)NC1=C(C(=NO1)C)C